3-(4-cyanobenzyl)urea C(#N)C1=CC=C(CNC(N)=O)C=C1